1-(6-(6-Methylpyridin-2-yl)-5-(4-(methylthio)phenyl)-2,3-dihydro-1H-imidazo[1,2-a]imidazol-1-yl)ethan-1-one CC1=CC=CC(=N1)C=1N=C2N(CCN2C(C)=O)C1C1=CC=C(C=C1)SC